ClC=1C(=C(C=CC1F)N(C(=O)N1C(N(CC1)C1=CC(=C2C(=N1)CC=C2)C(F)(F)F)=O)C)F (S)-N-(3-chloro-2,4-difluorophenyl)-N-methyl-2-oxo-3-(4-(trifluoromethyl)-7H-cyclopenta[b]pyridin-2-yl)imidazolidinecarboxamide